N1C=NC(=C1)C1=CC=CC(=N1)CN(C)C 1-(6-(1H-imidazol-4-yl)pyridin-2-yl)-N,N-dimethylmethanamine